ClC=1C=CC(=C(C(=O)N[C@H](C(NCC2=NC=CC=C2)=O)CCCNC(CF)=N)C1)OC (S)-5-Chloro-N-(5-(2-fluoroacetimidamido)-1-oxo-1-((pyridin-2-ylmethyl)amino)pentan-2-yl)-2-methoxybenzamide